C1=CC=CC=2C3=CC=CC=C3C(C12)COC(=O)N[C@H](C(=O)OC(C)(C)C)CCN1CCC(CC1)F tert-butyl (S)-2-((((9H-fluoren-9-yl)methoxy)carbonyl)amino)-4-(4-fluoropiperidin-1-yl)butanoate